C1=CC=CC=2C3=CC=CC=C3N(C12)C1=CC=C(C=C1)C1=CC=C(C=C1)C1=CC=C(C=C1)N(C=1C=CC=C2C1OC1=C2C=2C=CC=CC2C=C1C1=CC=CC=C1)C1=CC=C(C=C1)C1=CC=CC=C1 N-[4''-(9H-carbazol-9-yl)1,1':4',1''-terphenyl-4-yl]-N-(1,1'-biphenyl-4-yl)-6-phenylbenzo[b]naphtho[1,2-d]furan-8-amine